C(C1=CC=CC=C1)OCCCCCCCCCCCCCCCCCCCCC(CCl)(C)C 22-(benzyloxy)-2,2-dimethyl-behenyl chloride